Octadecanamid C(CCCCCCCCCCCCCCCCC)(=O)N